ClC1=C(C=CC=C1F)C=1C(N(C(N(C1)CC(=O)OC)=O)CCS(=O)(=N)C)=O Methyl 2-[5-(2-chloro-3-fluoro-phenyl)-3-[2-(methylsulfonimidoyl)ethyl]-2,4-dioxo-pyrimidin-1-yl]acetate